FC=1C=C(C(=O)OC)C=CC1C1=NC=CC(=C1)C1=CC=2C(NCCC2N1)=O methyl 3-fluoro-4-[4-(4-oxo-1,5,6,7-tetrahydropyrrolo[3,2-c]pyridine-2-yl)-2-pyridyl]benzoate